tert-butyl 3-(6-oxo-5-((3-(trifluoromethyl) pyrazine-2-yl)methyl)-5,6-dihydropyrido[2,3-b]pyrazin-7-yl)pyrrolidine-1-carboxylate O=C1C(=CC=2C(=NC=CN2)N1CC1=NC=CN=C1C(F)(F)F)C1CN(CC1)C(=O)OC(C)(C)C